4-(2-phenylisopropyl)phenol CC(C)(C1=CC=CC=C1)C2=CC=C(C=C2)O